C(CCCC)C1=CC=C(NC2=CC(=C(C=3C(C4=C(C=C(C(=C4C(C23)=O)O)Br)N)=O)O)Br)C=C1 1-(4-pentylanilino)-5-amino-4,8-dihydroxy-3,7-dibromoanthraquinone